p-cyanophenoxyacetic acid C(#N)C1=CC=C(OCC(=O)O)C=C1